6-((3,3-difluorocyclohexyl)amino)-2-(3,5-dimethyl-1H-pyrazol-1-yl)pyrimidine-4-carbonitrile FC1(CC(CCC1)NC1=CC(=NC(=N1)N1N=C(C=C1C)C)C#N)F